3-[1H-Benzimidazol-2-yl(phenyl)methyl]-6-[4-(1-methyl-4-piperidyl)phenyl]quinazolin-4-one N1C(=NC2=C1C=CC=C2)C(N2C=NC1=CC=C(C=C1C2=O)C2=CC=C(C=C2)C2CCN(CC2)C)C2=CC=CC=C2